N-[2-[(2,3-dihydroxypropyl)(3-decyloxypropyl)amino]ethyl]isostearamide OC(CN(CCNC(CCCCCCCCCCCCCCC(C)C)=O)CCCOCCCCCCCCCC)CO